C(#N)C1=C(N=C(S1)N(C1=C(N=C2N1C=C(C=C2)C=2C=NC(=NC2)N2CC(C2)C(=O)O)CC)C)C2=CC=C(C=C2)F 1-(5-(3-((5-cyano-4-(4-fluorophenyl)thiazol-2-yl)(methyl)amino)-2-ethylimidazo[1,2-a]pyridin-6-yl)pyrimidin-2-yl)azetidine-3-carboxylic acid